FC=1C=C(C=NC1)[C@H](O)C12CCC(CC1)(N2)CCCC2=CC=CC=C2 (S)-(5-Fluoropyridin-3-yl)(4-(3-phenylpropyl)-7-azabicyclo[2.2.1]heptan-1-yl)methanol